(S)-1-[(S)-3-Methyl-1-{(2-methyl-2,8-diaza-8-spiro[4.5]decyl)carbonyl}butyl]-3-isobutyl-2-piperazinone CC(C[C@@H](C(=O)N1CCC2(CCN(C2)C)CC1)N1C([C@@H](NCC1)CC(C)C)=O)C